5-hydroxyiminovaleric acid methyl ester COC(CCCC=NO)=O